4-amino-N-(4-carbamoylpyridin-3-yl)-1,2,5-oxadiazole-3-carboxamide NC=1C(=NON1)C(=O)NC=1C=NC=CC1C(N)=O